ClC=1C=C(C=CC1F)NC(=O)C1=C(N=CN1C)C1CC2CC(CC2C1)(C=1C(=NN(C1)C)C(C)O)O N-(3-Chloro-4-fluorophenyl)-4-(5-hydroxy-5-(3-(1-hydroxyethyl)-1-methyl-1H-pyrazol-4-yl)octahydropentalen-2-yl)-1-methyl-1H-imidazole-5-carboxamide